FC(COC1=C(C=CC=C1F)NC(=S)C1=C(CCN(C1=O)C(=O)OC(C)(C)C)O)F tert-butyl 5-{[2-(2,2-difluoroethoxy)-3-fluorophenyl]carbamothioyl}-4-hydroxy-6-oxo-3,6-dihydropyridine-1(2H)-carboxylate